4-{[(2S)-1-(4-{[5-(3,4-dimethyl-1,2-oxazol-5-yl)thiophen-2-yl]sulfonyl}piperazin-1-yl)propan-2-yl]amino}-N,N-dimethylquinazoline-8-carboxamide CC1=NOC(=C1C)C1=CC=C(S1)S(=O)(=O)N1CCN(CC1)C[C@H](C)NC1=NC=NC2=C(C=CC=C12)C(=O)N(C)C